5-(4,4-difluoro-1-piperidyl)-3-methylsulfanyl-1,2,4-triazine FC1(CCN(CC1)C=1N=C(N=NC1)SC)F